5-[1-[5-(dimethylamino)pyrimidin-2-yl]-3-(trifluoromethyl)pyrazol-4-yl]-1-methyl-imidazole-2-carboxamide CN(C=1C=NC(=NC1)N1N=C(C(=C1)C1=CN=C(N1C)C(=O)N)C(F)(F)F)C